N[C@@H]1CN(CC[C@H]1F)C1=NC2=C(N1CC(=O)N(C)C(C)(C)C#N)C=C(C(=C2)F)F 2-(2-((3r,4r)-3-amino-4-fluoropiperidin-1-yl)-5,6-difluoro-1H-benzo[d]imidazol-1-yl)-N-(2-cyanoprop-2-yl)-N-methylacetamide